1,4-bis(n-dodecylmercaptothiocarbonylthiomethyl)benzene C(CCCCCCCCCCC)SC(=S)SCC1=CC=C(C=C1)CSC(=S)SCCCCCCCCCCCC